propyleneglycol bis(3-mercaptobutyrate) SC(CC(=O)OCC(C)OC(CC(C)S)=O)C